Cl.CN1N=C2C(=CC(=CC2=C1)C=1N=CC2=C(N1)SC(=N2)N(C2CCNCC2)C)C#N 2-methyl-5-{2-[methyl(piperidin-4-yl)amino][1,3]thiazolo[5,4-d]pyrimidin-5-yl}-2H-indazole-7-carbonitrile hydrochloride